propyl-triphenylphosphine chloride [Cl-].C(CC)C1=C(C=CC=C1)P(C1=CC=CC=C1)C1=CC=CC=C1